2-bromo-4'-methoxy-3',3'-dimethyl-2',3'-dihydrospiro-[fluorene-9,1'-indene] BrC1=CC2=C(C=C1)C1=CC=CC=C1C21CC(C2=C(C=CC=C12)OC)(C)C